C(C1=CC=CC=C1)NC12CC(C(CC1)(CC2)C(=O)Cl)=O 4-(benzylamino)-2-oxo-bicyclo[2.2.2]Octane-1-carbonyl chloride